FC=1C=C2CCN(CC2=CC1NC=1N=NC(=C(N1)NC1=C(C=CC=C1)O)C(=O)N)C ((6-fluoro-2-methyl-1,2,3,4-tetrahydroisoquinolin-7-yl)amino)-5-((2-hydroxyphenyl)amino)-1,2,4-triazine-6-carboxamide